tert-butyl 2-[2-(methanesulfonyloxy)ethoxy]acetate CS(=O)(=O)OCCOCC(=O)OC(C)(C)C